BrC1=CN=C2N1N=C(C=C2)N2CC(OCC2)(C)C 4-(3-bromoimidazo[1,2-b]pyridazin-6-yl)-2,2-dimethylmorpholine